2,8-diphenyl-4-[4-(9-phenyl-9H-fluoren-9-yl)phenyl]dibenzothiophene C1(=CC=CC=C1)C1=CC2=C(SC3=C2C=C(C=C3)C3=CC=CC=C3)C(=C1)C1=CC=C(C=C1)C1(C3=CC=CC=C3C=3C=CC=CC13)C1=CC=CC=C1